C1OCC12CCN(C2)C(CC)=O 1-(2-oxa-7-azaspiro[3.4]octan-7-yl)propan-1-one